(3S)-4-(7-bromo-2,6-dichloro-8-fluoroquinazolin-4-yl)-3-methylpiperazine-1-carboxylic acid tert-butyl ester C(C)(C)(C)OC(=O)N1C[C@@H](N(CC1)C1=NC(=NC2=C(C(=C(C=C12)Cl)Br)F)Cl)C